ethylenebisammonium C(C[NH3+])[NH3+]